CC1=NN2C(=NN=C(C2=C1)C1=C(C=C(C=C1)C(F)(F)F)O)N[C@H]1CN(CCC1)C (R)-2-(2-methyl-7-((1-methylpiperidin-3-yl)amino)pyrazolo[1,5-d][1,2,4]triazin-4-yl)-5-(trifluoromethyl)phenol